5-tertiary butyl-1,3-bis(1-methyl-1-methoxyethyl)benzene C(C)(C)(C)C=1C=C(C=C(C1)C(C)(OC)C)C(C)(C)OC